tert-Butyl 6-(3-oxocyclopentyl)pyridine-2-ylcarbamate O=C1CC(CC1)C1=CC=CC(=N1)NC(OC(C)(C)C)=O